N-[(2-chloroquinolin-7-yl)(2H2)methyl]-N-(2-methanesulfonylphenyl)pyridine-3-carboxamide ClC1=NC2=CC(=CC=C2C=C1)C(N(C(=O)C=1C=NC=CC1)C1=C(C=CC=C1)S(=O)(=O)C)([2H])[2H]